tert-butyl (4aS,9bS)-7-hydroxy-3,4,4a,9b-tetrahydrobenzofuro[3,2-b]pyridine-1(2H)-carboxylate OC1=CC2=C(C=C1)[C@@H]1N(CCC[C@@H]1O2)C(=O)OC(C)(C)C